CN(CCN(C1=CC=C(NC=2C(=NC(=C(N2)NC)C=2C3=C(C=NC2)N(C=N3)C)C(=O)OC)C=C1)C)C Methyl 3-[4-[2-(dimethylamino)ethyl-methyl-amino]anilino]-5-(methylamino)-6-(3-methylimidazo[4,5-c]pyridin-7-yl)pyrazine-2-carboxylate